4,6-dichloro-3-iodo-1H-pyrazolo[4,3-c]pyridine ClC1=NC(=CC2=C1C(=NN2)I)Cl